3-bromo-6-(5-oxo-5,7-dihydrospiro[cyclopenta[b]pyridin-6,4'-piperidin]-1'-yl)-1H-pyrazolo[3,4-d]pyrimidine-4-carbonitrile BrC1=NNC2=NC(=NC(=C21)C#N)N2CCC1(CC2)C(C=2C(=NC=CC2)C1)=O